methyl 2-cyclopropyl-5-ethoxy-4-((3-oxo-2-(4-((2-(2-oxoimidazolidin-1-yl)ethyl)carbamoyl)phenyl)-2,8-diazaspiro[4.5]decan-8-yl)methyl)benzoate C1(CC1)C1=C(C(=O)OC)C=C(C(=C1)CN1CCC2(CC(N(C2)C2=CC=C(C=C2)C(NCCN2C(NCC2)=O)=O)=O)CC1)OCC